N1=CC=CC(=C1)C1N(C)CCC1.C(C1=CC(O)=C(O)C=C1)(=O)O Protocatechuic Acid Nicotine Salt